COC(=O)[C@]1(C=C[C@H](C1)N1C(=CC=C1C)C)C(C)C (1S,4S)-4-(2,5-dimethyl-1H-pyrrol-1-yl)-1-isopropylcyclopent-2-ene-1-carboxylic acid methyl ester